COC(=O)C=1N=NN2C1CC(CC2)C 5-methyl-4,5,6,7-tetrahydro-[1,2,3]triazolo[1,5-a]pyridine-3-carboxylic acid methyl ester